(E)- or (Z)-1-butyl-4-(methoxyimino)-3-ethyl-9-oxo-4,9-dihydro-1H-naphtho[2,3-d]imidazole C(CCC)N1CN(C2=C1C(C1=CC=CC=C1C2=NOC)=O)CC